N[C@H]1CN(CCC1)C(=O)C1=CC=2N(C=C1)C(=C(N2)C=2N(C1=CC=CC=C1C2)CC2CC2)C2=CC=CC=C2 (R)-(3-aminopiperidin-1-yl)(2-(1-(cyclopropylmethyl)-1H-indol-2-yl)-3-phenylimidazo[1,2-a]pyridin-7-yl)methanone